N-octadecenyl-2-acetyl-3-t-butylcarbonyloxy-pyridin-4-one C(=CCCCCCCCCCCCCCCCC)N1C(=C(C(C=C1)=O)OC(=O)C(C)(C)C)C(C)=O